4-(4-methoxybenzyl)-2,4-dihydro-3H-1,2,4-triazol-3-one COC1=CC=C(CN2C(NN=C2)=O)C=C1